C(C)(C)(C)OC(=O)N[C@H](C(=O)OC)CCC(=O)OC dimethyl (S)-2-tert-butoxycarbonylamino-glutarate